cyano-4-(3-cyclopentyloxy-4-methoxyphenyl)cyclohexane-1-carboxylic acid C(#N)C1(CCC(CC1)C1=CC(=C(C=C1)OC)OC1CCCC1)C(=O)O